(s)-3-(2-aminopyrimidin-5-yl)-9-(1-((6-chloro-2-(2-methyl-2H-tetrazol-5-yl)pyridin-3-yl)amino)ethyl)-4,7-dimethylimidazo[1,5-a]quinazolin-5(4H)-one NC1=NC=C(C=N1)C=1N=CN2C1N(C(C1=CC(=CC(=C21)[C@H](C)NC=2C(=NC(=CC2)Cl)C=2N=NN(N2)C)C)=O)C